ethyl 3-(3-fluoranyl-4-methoxy-phenyl)-3-oxidanylidene-propanoate FC=1C=C(C=CC1OC)C(CC(=O)OCC)=O